C[C@@]12CC[C@@H](C1(C)C)C[C@H]2OC=O The molecule is a bornane monoterpenoid that is isoborneol in which the hydroxy hydrogen has been replaced by a formyl group. It has a role as a plant metabolite. It is a bornane monoterpenoid, a bridged compound and a formate ester. It derives from a borneol.